OC=1C(=NC=C(C1C)C=1C=C2CCC(NC2=CC1)C)C(=O)NCC(=O)O (3-Hydroxy-4-methyl-5-(2-methyl-1,2,3,4-tetrahydroquinolin-6-yl)picolinoyl)glycine